pyrazine-2,3,5,6-tetracarboxylic acid N1=C(C(=NC(=C1C(=O)O)C(=O)O)C(=O)O)C(=O)O